tert-butyl (2-methyl-1-oxo-1-(4-((2-oxo-1-(4-(2-oxobutyl)-3-(trifluoromethyl)phenyl)-1,2-dihydropyrimidin-4-yl)carbamoyl)piperazin-1-yl)propan-2-yl)carbamate CC(C(N1CCN(CC1)C(NC1=NC(N(C=C1)C1=CC(=C(C=C1)CC(CC)=O)C(F)(F)F)=O)=O)=O)(C)NC(OC(C)(C)C)=O